C(CCC)[Sn](CC=C(C)C)(CCCC)CCCC tri-n-butyl-(3-methyl-2-butenyl)tin